C(\C=C/C=CCCCCC)(=O)O cis-decdienoic acid